4-(4-((3-(2,2-dimethylmorpholino)azetidin-1-yl)methyl)benzylamino)-2-(2,6-dioxopiperidin-3-yl)isoindoline-1,3-dione CC1(OCCN(C1)C1CN(C1)CC1=CC=C(CNC2=C3C(N(C(C3=CC=C2)=O)C2C(NC(CC2)=O)=O)=O)C=C1)C